C(C1=CC=CC=C1)(=O)N1C2=C(OCC1)N=C(C=C2)C(C)NC(OC(C)(C)C)=O tert-butyl (1-(1-benzoyl-2,3-dihydro-1H-pyrido[2,3-b][1,4]oxazin-6-yl)ethyl)carbamate